4-(2-(benzyloxy)ethoxy)-N-(4-bromo-2-methylphenyl)-1-methyl-1H-pyrazole-5-carboxamide C(C1=CC=CC=C1)OCCOC=1C=NN(C1C(=O)NC1=C(C=C(C=C1)Br)C)C